C1(=CC=CC=C1)CCC(C#N)[Sn](CCCC)(CCCC)CCCC 4-phenyl-2-(tributylstannyl)butyronitrile